[(2R,5R)-4-{5-[(2,6-dichlorophenyl)methoxy]pyrimidin-2-yl}-5-methylmorpholin-2-yl]methanol ClC1=C(C(=CC=C1)Cl)COC=1C=NC(=NC1)N1C[C@@H](OC[C@H]1C)CO